BrC=1CCCC2=C(C1C1=CC=C(O[C@@H]3CNCC3)C=C1)C=CC=C2 (S)-3-(4-(8-bromo-6,7-dihydro-5H-benzo[7]annulen-9-yl)phenoxy)pyrrolidine